N1=C(C=CC=C1)C1=C(OCCO)C=CC=C1 2-[2-(2-pyridyl)phenoxy]Ethanol